4-{[bis(4-methoxyphenyl)(phenyl)methyl]amino}-1-[(2R,4S,5R)-4-[(tert-butyldimethylsilyl)oxy]-5-{[(tert-butyldimethylsilyl)oxy]methyl}-5-ethenyloxolan-2-yl]pyrimidin-2-one COC1=CC=C(C=C1)C(C1=CC=CC=C1)(C1=CC=C(C=C1)OC)NC1=NC(N(C=C1)[C@@H]1O[C@]([C@H](C1)O[Si](C)(C)C(C)(C)C)(C=C)CO[Si](C)(C)C(C)(C)C)=O